COC([C@@H](NC(CCl)=O)[C@H](O)C)=O N-chloroacetyl-threonine methyl ester